N(=[N+]=[N-])CC1=C(C=C(C(=C1)B(O)O)CN=[N+]=[N-])B(O)O 2,5-bis(azidomethyl)-1,4-phenylenediboronic acid